5-amino-N-ethyl-N-((1R,4S)-1-methyl-7-(trifluoromethyl)isochroman-4-yl)-1-((2-(trimethylsilyl)ethoxy)methyl)-6,8-dihydro-1H-furo[3,4-d]pyrrolo[3,2-b]pyridine-2-carboxamide NC1=C2C(=C3C(=N1)C=C(N3COCC[Si](C)(C)C)C(=O)N([C@@H]3CO[C@@H](C1=CC(=CC=C31)C(F)(F)F)C)CC)COC2